C(C)(C)N(C(C[Zn])=O)C(C)C (2-(Diisopropylamino)-2-oxoethyl)zinc